ClC1=CC=C(C=C1)NC(=O)NC=1SC(=CC1)C1=C(C=CC=C1)Cl 1-(4-chloro-phenyl)-3-[5-(2-chlorophenyl)thiophen-2-yl]urea